FC=1C(=NC=CC1C=1C=NN(C1)[C@H](C)C1=CC=C(C=C1)F)C1=CC=2N(C=C1)N=C(N2)N |r| racemic-7-(3-fluoro-4-(1-(1-(4-fluorophenyl)ethyl)-1H-pyrazol-4-yl)pyridin-2-yl)-[1,2,4]triazolo[1,5-a]pyridin-2-amine